2-methyl-1H-benzene CC1CC=CC=C1